(E)-N-(3,5-Dimethoxyphenyl)-N-(4-fluorobenzyl)-3-(2-((triisopropylsilyl)ethynyl)thiazol-4-yl)acrylamide COC=1C=C(C=C(C1)OC)N(C(\C=C\C=1N=C(SC1)C#C[Si](C(C)C)(C(C)C)C(C)C)=O)CC1=CC=C(C=C1)F